CC1=C(C=CC(=C1)C(=O)O)C1=CC=CC=C1 2-methyl-[1,1'-biphenyl]-4-carboxylic acid